FC=1C=C2C(NN=C(C2=CC1F)C1=CC2=C(NC(=N2)NC(OCCN(C)C)=O)C=C1)=O 2-(Dimethylamino)ethyl (5-(6,7-difluoro-4-oxo-3,4-dihydrophthalazin-1-yl)-1H-benzimidazol-2-yl)carbamate